C1(=CC=CC=C1)C(N1N=C(N=C1)C(C)N)(C1=CC=CC=C1)C1=CC=CC=C1 1-(1-Triphenylmethyl-1H-1,2,4-triazol-3-yl)ethan-1-amine